ClC(C=C)C=C(C)C 3-chloro-5-methyl-1,4-hexadiene